COC=1C=CC(=NC1)N1CC2=CC(=CC=C2CC1)OCC1=NC=C(C=C1)OC 2-(5-Methoxypyridin-2-yl)-7-[(5-methoxypyridin-2-yl)methoxy]-1,2,3,4-tetrahydroisoquinoline